FC1(CC1)C(=O)N1CC2(C1)C[C@@H](CC2)N2CCC(CC2)C2=C(C=CC=C2)O (R)-(1-fluorocyclopropyl)(6-(4-(2-hydroxyphenyl)piperidin-1-yl)-2-azaspiro[3.4]octan-2-yl)methanone